2,4-dichloro-6-(trifluoromethyl)pyrido[3,2-d]pyrimidine ClC=1N=C(C2=C(N1)C=CC(=N2)C(F)(F)F)Cl